COC(C1=C(C=CC(=C1)N1C[C@H]2N(CC1)CCC2)C)=O (S)-5-(hexahydropyrrolo[1,2-a]pyrazin-2(1H)-yl)-2-methylbenzoic acid methyl ester